N-(2-cyclohexylethyl)-5-(4-(1,1-dioxo-4-oxo-1,2,5-thiadiazolidin-2-yl)-3-fluoro-5-hydroxyphenyl)furan-2-carboxamide C1(CCCCC1)CCNC(=O)C=1OC(=CC1)C1=CC(=C(C(=C1)O)N1S(NC(C1)=O)(=O)=O)F